dipalmitoylethylhydroxyethylmethyl-ammonium C(CCCCCCCCCCCCCCC)(=O)C([NH+](CCO)CC)C(CCCCCCCCCCCCCCC)=O